ethyl 2-((2-(1H-imidazol-1-yl)-6-(trifluoromethyl)pyridin-4-yl)(tert-butoxycarbonyl)amino)acetate N1(C=NC=C1)C1=NC(=CC(=C1)N(CC(=O)OCC)C(=O)OC(C)(C)C)C(F)(F)F